Dibenzoselenophenyl-(diphenyltriazinyl)biphenyl allyl-(5-fluoro-1-((2R,5S)-2-(hydroxymethyl)-1,3-oxathiolan-5-yl)-2-oxo-1,2-dihydropyrimidin-4-yl)carbamate C(C=C)N(C(O)=O)C1=NC(N(C=C1F)[C@@H]1CS[C@@H](O1)CO)=O.C1(=CC=CC=2[Se]C3=C(C21)C=CC=C3)C=3C(=C(C=CC3)C3=CC=CC=C3)C3=NN=NC(=C3C3=CC=CC=C3)C3=CC=CC=C3